COC1=C(C=O)C(=CC(=C1)C1=CN(C(C(=C1C)C)=O)C)OC 2,6-dimethoxy-4-(1,4,5-trimethyl-6-oxo-3-pyridinyl)benzaldehyde